CyanoBiphenyl C1=CC=C(C=C1)C2=CC=CC=C2C#N